(2S,4S)-4-fluoro-1-[2-[4-[[8-(trifluoromethyl)-6-quinolinyl]amino]-1-piperidinyl]acetyl]pyrrolidine-2-carbonitrile F[C@H]1C[C@H](N(C1)C(CN1CCC(CC1)NC=1C=C2C=CC=NC2=C(C1)C(F)(F)F)=O)C#N